FC(C=1C=C(C=CC1)N1CSCC1=O)(F)F 3-(3-trifluoromethylphenyl)thiazolidin-4-one